OCC(C)OC1=C(CC2=C(C#N)C=CC=C2)C=C(C=C1C)C 2-(2-((1-hydroxyprop-2-yl)oxy)-3,5-dimethylbenzyl)benzonitrile